FC=1C=C(C=CC1)C1CC(N(CC1)C1=CC(=NN1)C1=CC=NC=C1)=O 4-(3-Fluorophenyl)-1-(3-(pyridin-4-yl)-1H-pyrazol-5-yl)piperidin-2-one